3-(2,4'-dichlorobenzhydryloxy)-N-(2-methoxyphenylmethyl)azetidine-1-carboxamide ClC1=C(C(C2=CC=C(C=C2)Cl)OC2CN(C2)C(=O)NCC2=C(C=CC=C2)OC)C=CC=C1